(6-(2-Chloro-3-(2-(3-methoxy-4-((methylamino)methyl)phenyl)-3-methylpyridin-4-yl)phenyl)-2-methoxypyridin-3-yl)-N-methylmethanamine ClC1=C(C=CC=C1C1=C(C(=NC=C1)C1=CC(=C(C=C1)CNC)OC)C)C1=CC=C(C(=N1)OC)CNC